(S)-3-(1-naphthyl)alanine C1(=CC=CC2=CC=CC=C12)C[C@H](N)C(=O)O